7-chloro-5-(7-(difluoromethyl)-6-(1-methyl-1H-pyrazol-4-yl)-3,4-dihydroquinolin-1(2H)-yl)-1-((2-(trimethylsilyl)ethoxy)methyl)-1H-indole-3-carboxylic acid methyl ester COC(=O)C1=CN(C2=C(C=C(C=C12)N1CCCC2=CC(=C(C=C12)C(F)F)C=1C=NN(C1)C)Cl)COCC[Si](C)(C)C